3,4,5,6-tetrahydro-2H-benzo[c]azocin-1-one C1(NCCCCC2=C1C=CC=C2)=O